CC1=C2[C@@]([C@@H](C(=N2)C=C3[C@@]([C@@H](C(=CC4=NC(=CC5=C(C(=C1[N-]5)CC(=O)O)CCC(=O)O)C(=C4CC(=O)O)CCC(=O)O)[N-]3)CCC(=O)O)(C)CC(=O)O)CCC(=O)O)(C)CC(=O)O.[Co] The molecule is a metalloporphyrin obtained by formal dehydrogenation across positions 7 and 8 of cobalt-precorrin-3. It is a metalloporphyrin and a cobalt corrinoid. It is a conjugate acid of a cobalt(II)-factor III(8-).